C(C)(=O)C1C(C1)C(C(=O)O)N 2-ACETYL-ALPHA-AMINO-CYCLOPROPANEACETIC ACID